3-(6-(2-(1H-Tetrazol-5-yl)morpholino)-1-methyl-1H-pyrazolo[3,4-d]pyrimidin-3-yl)-2,6-difluoro-5-(trifluoromethyl)phenol N1N=NN=C1C1OCCN(C1)C1=NC=C2C(=N1)N(N=C2C=2C(=C(C(=C(C2)C(F)(F)F)F)O)F)C